C(C)(=O)OC1(OCCCC1CC)CN Ethyl-(2-(aminomethyl) tetrahydro-2H-pyran-2-yl) acetate